4-{(1-(((4-(3,8-diazabicyclo[3.2.1]octan-3-yl)-7-(8-iodonaphthalen-1-yl)-5,6,7,8-tetrahydropyrido[3,4-d]pyrimidin-2-yl)oxy)methyl)cyclopropyl)methyl}morpholine C12CN(CC(CC1)N2)C=2C1=C(N=C(N2)OCC2(CC2)CN2CCOCC2)CN(CC1)C1=CC=CC2=CC=CC(=C12)I